C(C)C1=NC(=NO1)C=1C=C2CC[C@H](C2=CC1)NC(C1=CN=CC=C1C)=O (R)-N-(5-(5-ethyl-1,2,4-oxadiazol-3-yl)-2,3-dihydro-1H-inden-1-yl)-4-methylnicotinamide